FC(OC1=CC=C(C=C1)N1CC(N(C2(CN(C2)C(=O)NC)C1=O)CC1=CC=C(C=C1)C(F)(F)F)=O)F 8-(4-(difluoromethoxy)phenyl)-N-methyl-6,9-dioxo-5-(4-(trifluoromethyl)benzyl)-2,5,8-triazaspiro[3.5]nonane-2-carboxamide